(3-(1-Isopropyl-1H-1,2,4-triazol-3-yl)-4-methoxy-5-nitrophenyl)methanol C(C)(C)N1N=C(N=C1)C=1C=C(C=C(C1OC)[N+](=O)[O-])CO